The molecule is an organic anion obtained by selective deprotonation of the 3- and 5-hydroxy groups of peonidin; major species at pH 7.3. It is a conjugate base of a peonidin. COC1=C(C=CC(=C1)C2=C(C=C3C(=CC(=O)C=C3O2)O)O)[O-]